[N+](=O)([O-])C1=C(COC(=O)C(CCCCCN)(N)C(=O)OCC2=C(C=CC=C2)[N+](=O)[O-])C=CC=C1 bis{[(2-nitrobenzyl)oxy]carbonyl}hexane-1,6-diamine